3-((1R)-1-((4-cyclopropyl-1,2,9-trimethyl-3-oxo-1,2,3,4-tetrahydropyridazino[4,5-g]quinoxalin-6-yl)amino)ethyl)-2-methylbenzonitrile C1(CC1)N1C(C(N(C=2C=C3C(=CC12)C(=NN=C3C)N[C@H](C)C=3C(=C(C#N)C=CC3)C)C)C)=O